C(C=C)(=S)OC1=C(C=CC=C1)[N+](=O)[O-] nitrophenyl thioacrylate